tert-butyl N-[(3R)-5,5,7-trifluoro-8-(hydrazinecarbonyl)-2-oxo-1-[[4-(trifluoromethoxy)phenyl]methyl]-3,4-dihydro-1-benzazepin-3-yl]carbamate FC1(C[C@H](C(N(C2=C1C=C(C(=C2)C(=O)NN)F)CC2=CC=C(C=C2)OC(F)(F)F)=O)NC(OC(C)(C)C)=O)F